C(#N)C1=NC(=NC(=N1)C#N)C#N 2,4,6-tricyano-1,3,5-triazine